FCOC1=CC=C(OC2=CC=C(C=N2)S(=O)(=O)N2[C@H]([C@@H]3CC[C@H](C2)N3C(=O)OCCOC)C(NOC3OCCCC3)=O)C=C1 2-methoxyethyl (1s,2r,5r)-3-((6-(4-(fluoromethoxy) phenoxy) pyridin-3-yl) sulfonyl)-2-(((tetrahydro-2H-pyran-2-yl) oxy) carbamoyl)-3,8-diazabicyclo[3.2.1]octane-8-carboxylate